C(C)=O dicarbanon